C([C@H](CCCC)O)O (2S)-hexane-1,2-diol